C(#N)C1(C(C(=C(C=C1F)C=1N=NN(C1)C1=C(C(=CC(=C1)N1N=NC(=C1)C1=C(C(C(C(=C1)F)(C#N)F)F)F)N1N=NC(=C1)C1=C(C(C(C(=C1)F)(C#N)F)F)F)C1=NC=NC=N1)F)F)F (2,4,6-tris(4-(4-cyano-2,3,4,5-tetrafluorophenyl)-1H-1,2,3-triazolyl)phenyl)-1,3,5-triazine